8-((5-(1H-tetrazol-5-yl)pyridin-2-yl)difluoromethoxy)quinoline N1N=NN=C1C=1C=CC(=NC1)C(OC=1C=CC=C2C=CC=NC12)(F)F